N[C@@H](CN1N=CC(=C1)NC1=NC=CC(=N1)C1=CC(=C(CNC(=O)C2=CN=C(S2)C(C)(C)C)C=C1)C)CO (S)-N-(4-(2-((1-(2-amino-3-hydroxypropyl)-1H-pyrazol-4-yl)amino)pyrimidin-4-yl)-2-methylbenzyl)-2-(tert-butyl)thiazole-5-carboxamide